CC1=C(C=C(C(=O)N)C=C1)NC1=NC(=NC=C1)C=1C=NC=CC1 4-methyl-3-{[2-(pyridin-3-yl)pyrimidin-4-yl]amino}benzamide